Cl.C=C1C[C@H](NCC1)C(=O)OCC1=CC=CC=C1 benzyl (S)-4-methylenepiperidine-2-carboxylate hydrochloride